2-(4-oxo-6-(2-((tetrahydro-2H-pyran-4-yl)amino)-5-(trifluoromethyl)pyrimidin-4-yl)pyrrolo[2,1-f][1,2,4]triazin-3(4H)-yl)propionamide O=C1N(C=NN2C1=CC(=C2)C2=NC(=NC=C2C(F)(F)F)NC2CCOCC2)C(C(=O)N)C